4-(4-(5-Acetyl-1-methyl-1,4,5,6-tetrahydropyrrolo[3,4-c]pyrazol-3-yl)-5-fluoropyrimidin-2-yl)piperazine-1-carboxylic acid tert-butyl ester C(C)(C)(C)OC(=O)N1CCN(CC1)C1=NC=C(C(=N1)C=1C2=C(N(N1)C)CN(C2)C(C)=O)F